2-(sec-butyl)cyclohexan-1-one O-acetyl oxime C(C)(=O)ON=C1C(CCCC1)C(C)CC